CC1(CC(CCC1)N)C 3,3-dimethylcyclohexanamine